2-(dimethyl-amino)-ethyl-ammonia CN(CCN)C